COC(=O)C=1C=C2NC(C=3N(C2=CC1)C=NC3)=C=O 4-carbonyl-4,5-dihydroimidazo[1,5-a]quinoxaline-7-carboxylic acid methyl ester